NC1(CCN(CC1)C1=NC(=C2C(=N1)NN=C2C2=C(C(=CC=C2)Cl)Cl)C#N)CC2=NC=CC=C2 6-(4-amino-4-(pyridin-2-ylmethyl)piperidin-1-yl)-3-(2,3-dichlorophenyl)-1H-pyrazolo[3,4-d]pyrimidine-4-carbonitrile